FC(CCC1=[N+](ON=C1)[O-])(F)F 3-(3,3,3-trifluoropropyl)-1,2,5-oxadiazole-2-oxide